2-(benzyloxy)-4-(2-oxo-1,2-dihydropyridin-1-yl)benzaldehyde C(C1=CC=CC=C1)OC1=C(C=O)C=CC(=C1)N1C(C=CC=C1)=O